6-((3-(methoxymethyl)-1,2,4-oxadiazol-5-yl)methyl)-5-methyl-2-phenyl-3-(piperidin-1-yl)pyrazolo[1,5-a]pyrimidin-7(4H)-one COCC1=NOC(=N1)CC1=C(NC=2N(C1=O)N=C(C2N2CCCCC2)C2=CC=CC=C2)C